4-(2-(4-chloro-1H-pyrrolo[3,2-c]quinolin-1-yl)ethyl)phenol ClC1=NC=2C=CC=CC2C2=C1C=CN2CCC2=CC=C(C=C2)O